2-amino-6,7-dihydrobenzofuro[7,6-d]thiazole-5-carboxylic acid methyl ester COC(=O)C1=CC2=C(N=C(S2)N)C2=C1CCO2